(3-(3-fluorophenyl)-1-methyl-1H-indazol-7-yl)(4-(1-(1-(pyridin-2-yl)ethyl)-1H-benzo[d]imidazol-2-yl)piperidin-1-yl)methanone FC=1C=C(C=CC1)C1=NN(C2=C(C=CC=C12)C(=O)N1CCC(CC1)C1=NC2=C(N1C(C)C1=NC=CC=C1)C=CC=C2)C